[C@@H]1(CC=CCC1)C(=O)[O-] (R)-3-cyclohexene-1-formate